5-(4-(2-(1'-(benzo[4,5]imidazo[1,2-a]pyrimidin-2-yl)-[1,4'-bipiperidin]-4-yl)ethyl)piperazin-1-yl)-2-(2,6-dioxopiperidin-3-yl)isoindoline-1,3-dione N=1C=2N(C=CC1N1CCC(CC1)N1CCC(CC1)CCN1CCN(CC1)C=1C=C3C(N(C(C3=CC1)=O)C1C(NC(CC1)=O)=O)=O)C1=C(N2)C=CC=C1